CSC(C(=O)N1C(CCCC1)C=1NC=C(N1)C=1OC(=CC1)C(F)(F)F)C (methylthio)-1-(2-(4-(5-(trifluoromethyl)furan-2-yl)-1H-imidazol-2-yl)piperidin-1-yl)propan-1-one